CCCCCCCCC(C(CCCCCCCC(=O)O)O)O dihydroxystearic acid